C1(CC1)NC(C1=C(C=C(C(=C1)C=1C=NN(C1)C1=CN=C2N1C=C(C(=C2)OC)CO)C)F)=O N-cyclopropyl-2-fluoro-5-[1-(6-hydroxymethyl-7-methoxy-imidazo[1,2-a]pyridin-3-yl)-1H-pyrazol-4-yl]-4-methyl-benzamide